BrC1(NC=CC=C1C)OC 2-bromo-2-methoxy-3-methylpyridine